C(C)(C)(C)OC(=O)NC1CC(C=2C1=CC(=C1C=C(N=CC21)C2CC2)S(NCC(C)(C)F)(=O)=O)NC(OC(C)(C)C)=O tert-butyl N-[7-(tert-butoxycarbonylamino)-3-cyclopropyl-5-((2-fluoro-2-methyl-propyl)sulfamoyl)-8,9-dihydro-7H-cyclopenta[h]isoquinolin-9-yl]carbamate